C1(CC1)CN1C2[C@@]3(CCC([C@H]4[C@]3(CC1)C1=C(O4)C(=CC=C1C2)OC(CCCCCCCC=CCCCCCCCC)=O)=O)O octadec-9-enoic acid (4aS,7aR,12bS)-3-(cyclopropylmethyl)-4a-hydroxy-7-oxo-2,3,4,4a,5,6,7,7a-octahydro-1H-4,12-methanobenzofuro[3,2-E]isoquinolin-9-yl ester